7-Methylimidazo[1,2-a]pyridine-6-boronic acid CC1=CC=2N(C=C1B(O)O)C=CN2